2-(2-amino-1-methyl-1H-benzo[d]imidazol-5-yl)furan-3-carbonitrile NC1=NC2=C(N1C)C=CC(=C2)C=2OC=CC2C#N